1-(4-(1-Methyl-1H-pyrazolo[3,4-c]pyridin-3-yl)phenyl)-3-(pyridin-4-ylmethyl)urea CN1N=C(C=2C1=CN=CC2)C2=CC=C(C=C2)NC(=O)NCC2=CC=NC=C2